ClC1=C(C=CC=C1C1C(NC(CC1)=O)=O)C1=CC(=C(C=C1)N1C(N=CC=C1)=O)F 3-(2-chloro-3'-fluoro-4'-(2-oxopyrimidin-1(2H)-yl)-[1,1'-biphenyl]-3-yl)piperidine-2,6-dione